2-methyl-1-propyl-3-(1-naphthoyl)indole CC=1N(C2=CC=CC=C2C1C(=O)C1=CC=CC2=CC=CC=C12)CCC